1-ethyl-6-fluoro-7-(4-(benzo[d][1,3]dioxol-4-ylmethyl)piperazin-1-yl)-4-oxo-1,4-dihydroquinoline-3-carboxylic acid C(C)N1C=C(C(C2=CC(=C(C=C12)N1CCN(CC1)CC1=CC=CC=2OCOC21)F)=O)C(=O)O